OC(CC=C(C)C)C1([C@@H](C2=C(C=CC(=C2C(=C1)C)C)C)C)C=O (R)-2-(1-hydroxy-4-methyl-3-pentenyl)-1,4,5,8-tetramethyl-2-naphthaldehyde